7-bromo-3-chloroquinolin-2-amine BrC1=CC=C2C=C(C(=NC2=C1)N)Cl